FC1=C(C=CC(=C1)F)N(S(=O)(=O)C=1C=NN(C1)C1=CC=C(C=C1)C1=NOC(=N1)C(F)(F)F)C N-(2,4-difluorophenyl)-N-methyl-1-(4-(5-(trifluoromethyl)-1,2,4-oxadiazol-3-yl)phenyl)-1H-pyrazole-4-sulphonamide